C(C=C)NC1=C2C(=NC(=C1)NC1=CC=C(C=3CCOC31)C(=O)N3C[C@H](CC3)N3CCOCC3)NC=C2C(F)(F)F (S)-(7-((4-(allylamino)-3-(trifluoromethyl)-1H-pyrrolo[2,3-b]pyridin-6-yl)amino)-2,3-dihydrobenzofuran-4-yl)(3-morpholinopyrrolidin-1-yl)methanone